3-(3-(difluoromethoxy)phenyl)-1-((2S,3R)-3-hydroxybutan-2-yl)-N-(3-methyl-1,1-dioxidothietan-3-yl)-1H-pyrazolo[4,3-b]pyridine-6-carboxamide FC(OC=1C=C(C=CC1)C1=NN(C=2C1=NC=C(C2)C(=O)NC2(CS(C2)(=O)=O)C)[C@@H](C)[C@@H](C)O)F